(2-methoxy-4-morpholinophenyl)-3-(thiazol-5-yl)-1H-pyrazolo[3,4-d]pyrimidine-4,6-diamine COC1=C(C=CC(=C1)N1CCOCC1)N1N=C(C=2C1=NC(=NC2N)N)C2=CN=CS2